ClC1=NC=C(C(=C1)N[C@H](CCO)C)C#CC=1C=NN(C1C1CC1)C (S)-3-((2-chloro-5-((5-cyclopropyl-1-methyl-1H-pyrazol-4-yl)ethynyl)pyridin-4-yl)amino)butan-1-ol